bis(picolinic acid) diboron [B].[B].N1=C(C=CC=C1)C(=O)O.N1=C(C=CC=C1)C(=O)O